FC=1C=C(C=C(C1F)F)B1OC(C)(C)C(C)(C)O1 3,4,5-trifluorophenylboronic acid pinacol ester